1-tert-butyl (4-((3-methyl-5-(2-methyl-1,7-naphthyridin-4-yl)-4,5,6,7-tetrahydro-1H-pyrazolo[4,3-c]pyridin-1-yl)methyl)bicyclo[2.2.2]octan-1-yl)carbamate CC1=NN(C2=C1CN(CC2)C2=CC(=NC1=CN=CC=C21)C)CC21CCC(CC2)(CC1)NC(OC(C)(C)C)=O